1-(2-(2-cyclopropylpyridin-4-yl)thiazol-5-yl)cyclopropan-1-amine C1(CC1)C1=NC=CC(=C1)C=1SC(=CN1)C1(CC1)N